3-{4-[(3-chloro-2-fluorobenzene-1-carbonyl)amino]phenyl}-N-(4-fluorophenyl)oxetane-3-carboxamide ClC=1C(=C(C=CC1)C(=O)NC1=CC=C(C=C1)C1(COC1)C(=O)NC1=CC=C(C=C1)F)F